C(C)(C)(C)N(C(C)(C)C)P(N(C(C)(C)C)C(C)(C)C)N(C(C)(C)C)C(C)(C)C tri(di-t-butylamino)phosphine